C(#N)C=1C(=C2C=C(C=NC2=NC1)C=1C=NN(C1)C(=O)OC(C)(C)C)NC(C)C tert-butyl 4-(6-cyano-5-(isopropylamino)-1,8-naphthyridin-3-yl)-1H-pyrazole-1-carboxylate